(-)-3,4-Dihydroxy-α-[(methylamino)methyl]benzyl alcohol CNC[C@@H](C1=CC(=C(C=C1)O)O)O